N[C@@H](C(C)C)C(=O)N[C@@H](C)C(=O)O L-valyl-alanine